FC1=CC(=C(C=C1)C(C)(C)NC(=O)[C@@H]1CN[C@@H](CO1)CO)OC (2S,5R)-N-(2-(4-fluoro-2-methoxyphenyl)propan-2-yl)-5-(hydroxymethyl)morpholine-2-carboxamide